F[C@@]1(C[C@@H](O[C@@H]1CO)N1C=NC=2C(O)=NC=NC12)O Deoxy-3'-fluoroinosine